OCC(=O)[C@@H](O)[C@@H](O)[C@H](O)C 6-deoxy-D-tagatose